3-(3-(difluoromethoxy)phenyl)-N-(3-methyl-1,1-dioxidothietan-3-yl)-1-((2R)-2-(trifluoromethyl)tetrahydro-2H-pyran-4-yl)-1H-pyrazolo[4,3-b]pyridine-6-carboxamide FC(OC=1C=C(C=CC1)C1=NN(C=2C1=NC=C(C2)C(=O)NC2(CS(C2)(=O)=O)C)C2C[C@@H](OCC2)C(F)(F)F)F